C1=CC=C(C=C1)S(=O)(=O)N 4-benzensulfonamide